CN(C1CCN(CC1)C1=NC(=C(C=2N1C=CN2)C=2C=NC(=CC2)C(C)C)C2=CC=C(C#N)C=C2)C 4-[5-[4-(dimethylamino)piperidin-1-yl]-8-(6-isopropylpyridin-3-yl)imidazo[1,2-c]pyrimidin-7-yl]benzonitrile